FC1=C(C=C(C=C1)F)[C@@H]1C[C@@H](C=2N1N=C(N2)S(=O)(=O)[C@H]2C(C2)(F)F)F (5S,7S)-5-(2,5-difluorophenyl)-7-fluoro-2-[(1R)-2,2-difluorocyclopropyl]sulfonyl-6,7-dihydro-5H-pyrrolo[1,2-b][1,2,4]triazole